NN.N1=CC=CC=C1 pyridine hydrazine salt